2-(azetidin-3-yl)-5-[3-(trifluoromethyl)pyrrolidin-1-yl]pyridine N1CC(C1)C1=NC=C(C=C1)N1CC(CC1)C(F)(F)F